O1N=CN=C1 1,2,4-oxadi-azole